BrC=1C(=NN(C1C)C1CC2(CN(C2)C(=O)OC(C)(C)C)C1)C1=CC2=CN(N=C2C=C1)CCOC tert-butyl 6-(4-bromo-3-(2-(2-methoxyethyl)-2H-indazol-5-yl)-5-methyl-1H-pyrazol-1-yl)-2-azaspiro[3.3]heptane-2-carboxylate